O1C(=CC=C1)COC=1C=NC=NC1 5-(furan-2-ylmethoxy)pyrimidine